2-chloro-N,9-bis[(4-methoxyphenyl)methyl]purin-6-amine ClC1=NC(=C2N=CN(C2=N1)CC1=CC=C(C=C1)OC)NCC1=CC=C(C=C1)OC